N(=[N+]=[N-])CCOCCOCCOCCOCCOCCOCC 20-azido-3,6,9,12,15,18-hexaoxaeicosan